CC(C)(CC)N1CCNCC1 4-(2-methylbutan-2-yl)piperazin